6-(1-Methyl-1H-pyrazol-4-yl)-3-(4-(piperidin-1-ylsulfonyl)piperazin-1-yl)pyrazolo[1,5-a]pyridine CN1N=CC(=C1)C=1C=CC=2N(C1)N=CC2N2CCN(CC2)S(=O)(=O)N2CCCCC2